C(#N)[C@@H](C)N1N=C(C=C1)OC(C)C 1-((R)-1-Cyanoethyl)-3-isopropoxy-1H-pyrazol